[1,3]dioxol-5-ylboronic acid O1COC=C1B(O)O